tert-Butyl (S)-5-(((S)-1-amino-3-methyl-1-oxobutan-2-yl)amino)-4-((S)-2-((S)-1-(4-fluorobenzoyl) pyrrolidine-2-carboxamido)-4-methylpentanamido)-5-oxopentanoate NC([C@H](C(C)C)NC([C@H](CCC(=O)OC(C)(C)C)NC([C@H](CC(C)C)NC(=O)[C@H]1N(CCC1)C(C1=CC=C(C=C1)F)=O)=O)=O)=O